4-carbamimidamido-butanoic acid N(C(=N)N)CCCC(=O)O